C1(CC1)C1=CC2=C(N(C(N=C2N2[C@H](CNCC2)C)=O)C=2C(=NC=CC2C)C(C)C)N=C1C=1C=NC=CC1 (S)-6-cyclopropyl-1-(2-isopropyl-4-methylpyridin-3-yl)-4-(2-methylpiperazine-1-yl)-7-(pyridin-3-yl)pyrido[2,3-d]pyrimidin-2(1H)-one